OC=1C=C(C2=CC=CC=C2C1)C1=CC=C2C(=NC(=NC2=C1)OC[C@H]1N(CCC1)C)N1C[C@H]2CC[C@@H](C1)N2C(CC2C(NCC2)=O)=O 3-(2-((1R,5S)-3-(7-(3-hydroxynaphthalen-1-yl)-2-(((S)-1-methylpyrrolidin-2-yl)methoxy)quinazolin-4-yl)-3,8-diazabicyclo[3.2.1]octan-8-yl)-2-oxoethyl)pyrrolidin-2-one